O=C1NC(CCC1NC(=O)C1=CC=C(C2=C1OCO2)N2CC(CC2)C2=C(C=CC(=C2)C)S(=O)(=O)OC)=O methyl (1-(7-((2,6-dioxopiperidin-3-yl)carbamoyl)benzo[d][1,3]dioxolan-4-yl)pyrrolidin-3-yl)4-methylbenzenesulfonate